4-((4'-Cyano-4-(4-fluorophenoxy)-[1,1'-biphenyl]-3-carboxamido)methyl)benzoic acid C(#N)C1=CC=C(C=C1)C1=CC(=C(C=C1)OC1=CC=C(C=C1)F)C(=O)NCC1=CC=C(C(=O)O)C=C1